C(C)(C)(C)OC([C@@H](CC1=CC(=CC=C1)O)[C@@H]1CN(CC1)C(=O)OC(C)(C)C)=O Tert-butyl (R)-3-((S)-1-(tert-butoxy)-3-(3-hydroxyphenyl)-1-oxopropan-2-yl)pyrrolidine-1-carboxylate